C1(=CC=CC=C1)C1=NC(=NC(=C1)C1=CC=CC=C1)C1=CC=C(C=C1)B1OC(C(O1)(C)C)(C)C 4,6-diphenyl-2-(4-(4,4,5,5-tetramethyl-1,3,2-dioxaborolan-2-yl)phenyl)pyrimidine